FC1=C(C=CC(=C1)F)N1N=CC(=N1)C(=O)NC[C@]1(NC(NC1=O)=O)C=1SC=CN1 |r| rac-2-(2,4-difluorophenyl)-N-{[2,5-dioxo-4-(1,3-thiazol-2-yl)imidazolidin-4-yl]methyl}-2H-1,2,3-triazole-4-carboxamide